C(CC)(=O)OCCC1=NC(=NC(=C1C1OCCO1)N[C@H](C)C1=C(C(=CC=C1)C(F)F)F)Cl 2-(2-Chloro-6-(((R)-1-(3-(difluoromethyl)-2-fluorophenyl)ethyl)amino)-5-(1,3-dioxolane-2-yl)pyrimidin-4-yl)ethyl propionate